NC1=NC=C(C=C1C1=NC=C(C=C1)C(=O)N(C)C)C=1C=NC=CC1 2'-amino-N,N-dimethyl-[2,3':5',3''-terpyridine]-5-carboxamide